N-(2-aminoethyl)-1,3-propane-diamine NCCNCCCN